N-(benzylsulfonyl)-4-(2,6-dimethoxyphenyl)-5-(1-ethyl-1H-pyrazol-3-yl)-4H-1,2,4-triazole-3-carboxamide C(C1=CC=CC=C1)S(=O)(=O)NC(=O)C1=NN=C(N1C1=C(C=CC=C1OC)OC)C1=NN(C=C1)CC